5-(3-chloroimidazo[1,2-a]pyrimidin-6-yl)-N-(3,3,3-trifluoropropyl)pyrrolo[2,1-f][1,2,4]triazin-2-amine ClC1=CN=C2N1C=C(C=N2)C=2C=CN1N=C(N=CC12)NCCC(F)(F)F